FC1=CC=C(C=C1)C1=C(C(=NC2=CC(=CC=C12)O)N1C[C@@H](CC1)C(=O)O)C1CCOCC1 (3R)-1-[4-(4-fluorophenyl)-7-hydroxy-3-tetrahydropyran-4-yl-2-quinolinyl]pyrrolidine-3-carboxylic acid